C1(CC1)N1C(C=CC(=C1)C1=NC(=NC=C1Cl)Cl)=O 1-cyclopropyl-5-(2,5-dichloropyrimidin-4-yl)pyridin-2-one